5-acetylenyl-thiophene-2-carbaldehyde C(#C)C1=CC=C(S1)C=O